C(C1=CC=CC=C1)OCCCC1(C2=C(OC1)C=1COC(C1C=C2)=O)C 3-(3-(benzyloxy)propyl)-3-methyl-2,3-dihydrobenzo[2,1-b:3,4-c']difuran-6(8H)-one